tert-butyl (2S,4R)-2-[[1-benzyloxycarbonyl-3-[4-(4-methylthiazol-5-yl) phenyl] azetidin-3-yl] carbamoyl]-4-hydroxy-pyrrolidine-1-carboxylate C(C1=CC=CC=C1)OC(=O)N1CC(C1)(C1=CC=C(C=C1)C1=C(N=CS1)C)NC(=O)[C@H]1N(C[C@@H](C1)O)C(=O)OC(C)(C)C